ClC1(C(C1C1=CC(=C(C=C1)F)Cl)C(=O)NC1=C(C(=C(C=C1)F)CNC(=O)C1CC1)F)Cl 2,2-dichloro-3-(3-chloro-4-fluorophenyl)-N-[3-[[(cyclopropylcarbonyl)amino]methyl]-2,4-difluorophenyl]cyclopropanecarboxamide